ClC=1C(=C(C=CC1)NC1=C2C(=NC(=C1)NC1=CN=C(C(=N1)C#N)C)NN(C2=O)C)OC 6-((4-((3-chloro-2-methoxyphenyl)amino)-2-methyl-3-oxo-2,3-dihydro-1H-pyrazolo[3,4-b]pyridin-6-yl)amino)-3-methylpyrazine-2-carbonitrile